ClC=1C=C(C(=O)N2CC=3C(=NN4C3C(N(C[C@H]4C(=O)NC)C(C)C4=CC=C(C=C4)C4=NN=NN4C)=O)C[C@H]2C)C=CC1Cl (3R,7S)-2-(3,4-dichlorobenzoyl)-N,3-dimethyl-9-(1-(4-(1-methyl-1H-tetrazol-5-yl)Phenyl)ethyl)-10-oxo-1,2,3,4,7,8,9,10-octahydropyrido[4',3':3,4]Pyrazolo[1,5-a]Pyrazine-7-Formamide